ClC=1C=C(C=CC1)C=1C=C2CC3(C(C2=CC1)NC(O[C@@H]1CN2CCC1CC2)=O)CC3 (S)-quinuclidin-3-yl (5'-(3-chlorophenyl)-1',3'-dihydrospiro[cyclopropane-1,2'-inden]-1'-yl)carbamat